C(C)(C)(C)OC(=O)N[C@H](C(=O)OC)C[Zn]I methyl (2R)-2-[(tert-butoxycarbonyl)amino]-3-(iodozincio)propanoate